4-hydroxy-3,5-xylene OC1=C(C=CC=C1C)C